C1=CC=CC=2N(CC3=C(C#CC21)C=CC=C3)C(CCCCC(=O)N[C@H](C(=O)N[C@H](C(=O)NC3=CC=C(C=C3)CO)C)C(C)C)=O 6-(11,12-didehydrodibenzo[b,f]azocin-5(6H)-yl)-N-[(2S)-1-{[(2S)-1-{[4-(hydroxymethyl)phenyl]amino}-1-oxopropan-2-yl]amino}-3-methyl-1-oxobutan-2-yl]-6-oxohexanamide